ClC=1C=C(C(=NC1)C)N[C@@H](C)C1=CC=C(S1)C(=O)N[C@H](C(=O)NC12COC(C1)C2)CC2CCCC2 (2S)-2-({5-[(1S)-1-[(5-chloro-2-methylpyridin-3-yl)amino]ethyl]thiophen-2-yl}formamido)-3-cyclopentyl-N-{2-oxabicyclo[2.1.1]hexan-4-yl}propanamide